C1(CCCC1)NC=1C(=NC=C(C1)C1=NN=C(N1COCC[Si](C)(C)C)C(F)(F)F)C N-cyclopentyl-2-methyl-5-(5-(trifluoromethyl)-4-((2-(trimethylsilyl)ethoxy)methyl)-4H-1,2,4-triazol-3-yl)pyridin-3-amine